(3E)-7,7-dipropoxy-3-hepten-1-ol C(CC)OC(CC/C=C/CCO)OCCC